2,4-dichloro-6-(ethoxymethyl)pyrimidine ClC1=NC(=CC(=N1)Cl)COCC